1H-1,2,3-triazole-4-carbonitrile tri-Fluoroacetate salt FC(C(=O)O)(F)F.N1N=NC(=C1)C#N